tri(3-sulfonylphenyl)phosphorus trisodium salt hydrate O.[Na].[Na].[Na].S(=O)(=O)=C1CC(=CC=C1)P(C=1CC(C=CC1)=S(=O)=O)C=1CC(C=CC1)=S(=O)=O